COC(CCO)CC(CC(CC(CC(CC(C)OC)OC)OC)OC)OC 3,5,7,9,11,13-hexamethoxy-1-tetradecanol